O=S1(N(CCCN1C1=CC=C(C=C1)C)CC(=O)NC1C2CC3CC(CC1C3)C2)=O 4-(2-(1,1-dioxido-6-(p-tolyl)-1,2,6-thiadiazinan-2-yl)acetamido)adamantane